6-(Benzyloxy)-8-chloro-4-(neopentylamino)-1,5-naphthyridine-3-carboxylic acid ethyl ester C(C)OC(=O)C=1C=NC2=C(C=C(N=C2C1NCC(C)(C)C)OCC1=CC=CC=C1)Cl